chloro-5''-phenyl-1,1':3',1'':3'',1'''-quaterphenyl ClC1=C(C=CC=C1)C1=CC(=CC=C1)C1=CC(=CC(=C1)C1=CC=CC=C1)C1=CC=CC=C1